C(CCCCCCCCCC)C(C#N)=C undecyl-acrylonitrile